di(p-triethylsilyl-phenyl)methylene(cyclopentadienyl)(fluorenyl)hafnium C(C)[Si](C1=CC=C(C=C1)C(=[Hf](C1=CC=CC=2C3=CC=CC=C3CC12)C1C=CC=C1)C1=CC=C(C=C1)[Si](CC)(CC)CC)(CC)CC